3,5-dimethyl-benzenemethylamine CC=1C=C(C=C(C1)C)CN